heneicosadiene CCCCCCCCCCCCCCCCCC=CC=C